(2S)-2-amino-N-(2,2-dimethoxyethyl)-N-(2-methylbutyl)propanamide N[C@H](C(=O)N(CC(CC)C)CC(OC)OC)C